2-bromoethyl methacrylate C(C(=C)C)(=O)OCCBr